BrC1=CC2=CN(N=C2C=C1)C1=C(C#N)C=C(C=C1)CN1CC2=CC=CC=C2C1 2-(5-bromo-2H-indazol-2-yl)-5-(isoindolin-2-ylmethyl)benzonitrile